C(C1=CC=CC=C1)[C@](C(=O)O)(C)NC(C(CN(C=O)OCC1=CC=CC=C1)CC1=CC=CC=C1)=O (2S)-benzyl-2-(2-benzyl-3-(N-(benzyloxy)formamido)propanamido)propanoic Acid